6-Bromo-2-chloro-7H-pyrano[2,3-d]pyrimidine-7-one BrC1=CC2=C(N=C(N=C2)Cl)OC1=O